Methyl (((1-(5-(2-chloro-4-(trifluoromethyl)phenoxy)-2-nitrophenyl)-2-methoxyethylidene)amino)oxy)acetate ClC1=C(OC=2C=CC(=C(C2)C(COC)=NOCC(=O)OC)[N+](=O)[O-])C=CC(=C1)C(F)(F)F